C(C(=C)C)(=O)[O-].C(C(=C)C)(=O)C[N+](C)(C)CC methacryloyl-ethyl-trimethylammonium methacrylate